BrC=1C(=NN(C1C)C1CCN(CC1)C(=O)OC(C)(C)C)C tert-butyl 4-(4-bromo-3,5-dimethyl-1H-pyrazol-1-yl)piperidine-1-carboxylate